5-(cyclopropylmethyl)-4-(4-methoxyphenyl)-N-methyl-2-(2-methyl-2H-indazol-5-yl)-3-oxo-3,5-dihydro-2H-pyrrolo[3,2-c]pyridazine-7-carboxamide C1(CC1)CN1C=C(C2=NN(C(C(=C21)C2=CC=C(C=C2)OC)=O)C2=CC1=CN(N=C1C=C2)C)C(=O)NC